C(C)(=O)C([C@@]([C@@]1(C(O)=C(O)C(O1)=O)C(C)=O)(O)C(C)=O)(O)C(C)=O tetra-acetyl-vitamin C